methyl (±)-4-Boc-piperazine-2-carboxylate C(=O)(OC(C)(C)C)N1C[C@@H](NCC1)C(=O)OC |r|